C(C)(C)(C)OC(=O)N1C[C@]([C@H](C1)SC1=NC=C(C=C1)Cl)(O)CN=[N+]=[N-] (3S,4S)-3-(azidomethyl)-4-((5-chloropyridin-2-yl)thio)-3-hydroxypyrrolidine-1-Carboxylic acid tert-butyl ester